(E)-3-(3,4-Dibutoxyphenyl)-1-(2-hydroxyphenyl)prop-2-en-1-one C(CCC)OC=1C=C(C=CC1OCCCC)/C=C/C(=O)C1=C(C=CC=C1)O